O=C1P2(C(CC(C1)CC2=O)=O)=O 2,6,7-trioxo-1-phospha-bicyclo-[2.2.2]-octane-1-oxide